ONC(=O)CCCCOC1=C(C=C(C=C1)C1=CC=C(C=C1)C=CC(=O)O)CNCC1=CC=C2C=CC=NC2=C1 3-(4'-(4-hydroxycarbamoyl-butoxy)-3'-{[(quinolin-7-ylmethyl)-amino]-methyl}-biphenyl-4-yl)-acrylic acid